(S)-2-(1-(4-ethoxy-5-fluoropyridin-2-yl)ethyl)-5-((3-fluoroazetidin-1-yl)methyl)-7-((2-(methylamino)-1H-imidazol-1-yl)methyl)-3,4-dihydroisoquinolin-1(2H)-one C(C)OC1=CC(=NC=C1F)[C@H](C)N1C(C2=CC(=CC(=C2CC1)CN1CC(C1)F)CN1C(=NC=C1)NC)=O